CNC1CCN(CC1)CCN1N=C2N=C(C(=C(C2=C1)C1=CC=C(C=C1)F)C1=CC=NC=C1)C1=CC=C(C=C1)F methyl-[1-[2-[4,6-bis(4-fluorophenyl)-5-(4-pyridyl)-pyrazolo[3,4-b]pyridin-2-yl]ethyl]piperidin-4-yl]amine